4-methyl-2-(4-((S)-2-((R)-3-methylpyrrolidin-1-yl)propoxy)phenyl)-3-(4-(methylsulfonyl)phenyl)-2H-benzopyran-6-ol CC1=C(C(OC2=C1C=C(C=C2)O)C2=CC=C(C=C2)OC[C@H](C)N2C[C@@H](CC2)C)C2=CC=C(C=C2)S(=O)(=O)C